Methyl 5-amino-2-[1-(2,2,2-trifluoroethyl)-1H-pyrazol-4-yl]benzoate NC=1C=CC(=C(C(=O)OC)C1)C=1C=NN(C1)CC(F)(F)F